CC1=CC(=CC2=C1N(C(N2)=O)C2CCNCC2)C=2C=C(C=1N(C2)N=CN1)C 7-methyl-5-(8-methyl-[1,2,4]triazolo[1,5-a]pyridin-6-yl)-1-(piperidin-4-yl)-1,3-dihydro-2H-benzo[d]imidazol-2-one